naphthyridine-4-carboxylic Acid N1=CC=C(C2=CC=CN=C12)C(=O)O